2,2'-bis(trifluoromethyl)biphenyldiamine FC(C1(C(=CC=CC1N)C1=C(C=CC=C1)C(F)(F)F)N)(F)F